NC=1C(=CC(=CC1)O)C p-amino-m-cresol